2-tetrahydropyran-4-yl-5-[[6-(trifluoromethyl)pyridine-2-carbonyl]amino]pyrazolo[1,5-a]pyridine-6-carboxylic acid O1CCC(CC1)C1=NN2C(C=C(C(=C2)C(=O)O)NC(=O)C2=NC(=CC=C2)C(F)(F)F)=C1